methyl 1,3-dimethyl-4-oxo-4,5-dihydroimidazolo[1,5-a]quinoxalin-8-carboxylate CC1=NC(=C2N1C1=CC(=CC=C1NC2=O)C(=O)OC)C